CN(CCCN)C (e)-N1,N1-dimethylpropane-1,3-diamine